Cl.CC(C)N1CCC(CC1)C(=O)O 1-(propan-2-yl)piperidine-4-carboxylic acid hydrochloride